CC(C)(C(C)(C)OCCO)OCCO 2,2'-((2,3-dimethylbutane-2,3-diyl)bis(oxy))bis(ethan-1-ol)